C(C)OC(=O)C1=C(N(C(C=2C=C(C(=NC12)Cl)C)=O)C1=C2C=NN(C2=CC=C1C)C1OCCCC1)N 7-Amino-2-chloro-3-methyl-6-(5-methyl-1-(tetrahydro-2H-pyran-2-yl)-1H-indazol-4-yl)-5-oxo-5,6-dihydro-1,6-naphthyridine-8-carboxylic acid ethyl ester